(2E,4E)-3-methyl-5-((1S,2S)-2-methyl-2-(5,5,8,8-tetramethyl-5,6,7,8-tetrahydronaphthalen-2-yl)cyclopropyl)penta-2,4-dienoic acid sodium salt [Na+].C\C(=C/C(=O)[O-])\C=C\[C@H]1[C@](C1)(C1=CC=2C(CCC(C2C=C1)(C)C)(C)C)C